[Br-].C[C@H]1[N+]2(CCCC2)[C@H](CCC1)C (6R,10S)-6,10-dimethyl-5-azoniaspiro[4.5]decane bromide